4-(4-(3,8-diazabicyclo[3.2.1]octan-3-yl)-2-(((2S,4R)-4-fluoro-1-methylpyrrolidin-2-yl)methoxy)-5,8-dihydropyrido[3,4-d]pyrimidin-7(6H)-yl)-5-bromonaphthalen-2-ol C12CN(CC(CC1)N2)C=2C1=C(N=C(N2)OC[C@H]2N(C[C@@H](C2)F)C)CN(CC1)C1=CC(=CC2=CC=CC(=C12)Br)O